1-(3-(2-(5-(2,4-dioxotetrahydropyrimidin-1(2H)-yl)-3-methylpyridin-2-yl)-2-azaspiro[3.5]nonan-7-yl)-5-fluoro-2-methylphenyl)-1H-pyrazole-4-carboxylic acid trifluoroacetic acid salt FC(C(=O)O)(F)F.O=C1N(CCC(N1)=O)C=1C=C(C(=NC1)N1CC2(C1)CCC(CC2)C=2C(=C(C=C(C2)F)N2N=CC(=C2)C(=O)O)C)C